BrC=1C(=NNC1)C(=O)OC Methyl 4-bromopyrazole-3-carboxylate